[1,4-dimethyl-5-[[4-(trifluoromethoxy)benzoyl]amino]pyrazol-3-yl] trifluoromethanesulfonate FC(S(=O)(=O)OC1=NN(C(=C1C)NC(C1=CC=C(C=C1)OC(F)(F)F)=O)C)(F)F